FC(C1=NN=C(O1)C1=CC(N(C=C1)CC#CC=1C=NC=C(C1)C)=O)F 4-(5-(difluoromethyl)-1,3,4-oxadiazol-2-yl)-1-(3-(5-methylpyridin-3-yl)prop-2-yn-1-yl)pyridin-2(1H)-one